(2s)-2-amino-4-((E)-3-(2',4'-dichloro-[1,1'-biphenyl]-4-yl)-5,5,5-trifluoropent-2-en-1-ylsulfonimidoyl)butanoic acid N[C@H](C(=O)O)CCS(=O)(=N)C\C=C(/CC(F)(F)F)\C1=CC=C(C=C1)C1=C(C=C(C=C1)Cl)Cl